(2S)-2-(tert-butylcarbamoylamino)-3,3-dimethylbutyryl-6,6-dimethyl-3-azabicyclo[3.1.0]hexane-2-carboxamide C(C)(C)(C)NC(=O)NC(C(=O)C12[C@H](NCC2C1(C)C)C(=O)N)C(C)(C)C